2-ethyl-2-benzenesulfonyl-butyric acid C(C)C(C(=O)O)(CC)S(=O)(=O)C1=CC=CC=C1